cyclobutyl-(2-(6-(2-ethyl-5-fluoro-4-hydroxyphenyl)-1H-indazol-3-yl)pyrrolo[3,4-d]imidazol-5(1H,4H,6H)-yl)methanone C1(CCC1)C(=O)N1CC=2NC(=NC2C1)C1=NNC2=CC(=CC=C12)C1=C(C=C(C(=C1)F)O)CC